tert-butyl 2-((((9H-fluoren-9-yl)methoxy)carbonyl)amino)-6-((tert-butoxycarbonyl)amino)hexanoate C1=CC=CC=2C3=CC=CC=C3C(C12)COC(=O)NC(C(=O)OC(C)(C)C)CCCCNC(=O)OC(C)(C)C